C(#N)[C@H](CC1=C(C=C(C=C1)C1=CC=C2CC(N(C2=C1)C)=O)F)NC(=O)[C@@H]1[C@H]2CC[C@@H](N1)C2 (1S,2S,4R)-N-[(1S)-1-cyano-2-[2-fluoro-4-(1-methyl-2-oxo-indolin-6-yl)phenyl]ethyl]-3-azabicyclo[2.2.1]heptane-2-carboxamide